(1-(7-chloro-8-fluoro-5-methoxy-2-(methylthio)pyrido[4,3-d]pyrimidin-4-yl)azetidin-3-yl)Methanol ClC1=C(C=2N=C(N=C(C2C(=N1)OC)N1CC(C1)CO)SC)F